C(CCCCCCC)S=P(O)(O)O.P(OCCCCCCCC)(O)(O)=S monooctyl phosphorothioate (monooctylthiophosphate)